1-((R)-but-3-en-2-yl)-3-((S)-but-3-en-2-yl)-5-hydroxy-2-methyl-4,6-dioxo-N-(2,4,6-trifluorobenzyl)-2,3,4,6-tetrahydro-1H-pyrido[2,1-f][1,2,4]triazine-7-carboxamide C[C@H](C=C)N1N2C(C(N(C1C)[C@@H](C)C=C)=O)=C(C(C(=C2)C(=O)NCC2=C(C=C(C=C2F)F)F)=O)O